(E)-1-(2-Chloro-1,3-thiazol-5-ylmethyl)-3-methyl-2-nitroguanidine ClC=1SC(=CN1)CN\C(=N\[N+](=O)[O-])\NC